8-tridecenal C(CCCCCCC=CCCCC)=O